FC1=CC=C(C(=O)N2CC3=CC=CC=C3CC2C(=O)O)C=C1 2-(4-fluorobenzoyl)-1,2,3,4-tetrahydroisoquinoline-3-carboxylic acid